OC(C)(C)C[C@@]12CCC[C@H]1[C@@H]1CC=C3C[C@H](CC[C@]3(C)[C@H]1CC2)O (1-hydroxy-1-methyl-ethyl)androst-5-en-3beta-ol